3-(4-{2-[(2,3-dihydro-1H-inden-2-yl)amino]pyrimidin-5-yl}piperidin-1-yl)-1-{3H,4H,5H,6H,7H-[1,2,3]triazolo[4,5-c]pyridin-5-yl}propan-1-one C1C(CC2=CC=CC=C12)NC1=NC=C(C=N1)C1CCN(CC1)CCC(=O)N1CC2=C(CC1)N=NN2